ClC=1C=C(C=NC1)C1=NC(=C2N=CN(C2=N1)[C@H]1[C@@H]([C@@H]([C@H](O1)C(=O)NC([2H])([2H])[2H])O)O)NCCC1=NC=CC=C1 (2S,3S,4R,5R)-5-(2-(5-chloropyridin-3-yl)-6-((2-(pyridin-2-yl)ethyl)amino)-9H-purine-9-yl)-3,4-dihydroxy-N-(methyl-d3)-tetrahydrofuran-2-carboxamide